2-[(2R)-3-(3,4-Dihydro-1H-isochinolin-2-yl)-2-hydroxy-propyl]-6-[(4-methoxy-1-piperidyl)methyl]-3,4-dihydroisochinolin-1-on C1N(CCC2=CC=CC=C12)C[C@H](CN1C(C2=CC=C(C=C2CC1)CN1CCC(CC1)OC)=O)O